C(C)(C)(C)P(C1=C(C=CC=C1)C1=CC=CC=C1)C(C)(C)C 2-(di-tertbutylphosphino)-1,1'-biphenyl